C(C)(C)(C)OC(=O)C(C)CCCCC Heptan-2-carboxylic acid tert-butyl ester